O1C(=CC=C1)C(=O)N1CCN(CC1)C(=O)C=1OC=CC1 1,4-di(2-furoyl)piperazine